6-chloro-[1,2,4]triazolo[4,3-b]pyridazin-3(2H)-one ClC=1C=CC=2N(N1)C(NN2)=O